C(C)(C)(C)C1N(C(C[C@@]12C1CN(C(C2)CC1)C(=O)O)=O)C1=NC=C(C=C1)C(F)(F)F.N([C@@](C(C(C(N(C(N)=N)[2H])([2H])[2H])([2H])[2H])([2H])[2H])(C(=O)O)[2H])([2H])[2H] arginine-d10 tert-butyl-(2S)-5'-oxo-1'-(5-(trifluoromethyl)pyridin-2-yl)-5-azaspiro[bicyclo[2.2.2]octane-2,3'-pyrrolidine]-5-carboxylate